(2R)-N-(4-chlorophenyl)-2-(cis-4-(6-fluoroquinolin-4-yl)cyclohexyl)propanamide ClC1=CC=C(C=C1)NC([C@H](C)[C@@H]1CC[C@@H](CC1)C1=CC=NC2=CC=C(C=C12)F)=O